N1C=CC2=CC(=CC=C12)OC1=C(C(=O)NS(=O)(=O)C2=CC(=C(C=C2)NCC2CCOCC2)[N+](=O)[O-])C=CC(=C1)N1CCN(CC1)C1C=2C=CC=CC2CCC=2C=CC=CC12 2-(1H-indol-5-yloxy)-N-[3-nitro-4-(tetrahydropyran-4-ylmethylamino)phenyl]sulfonyl-4-[4-(2-tricyclo[9.4.0.03,8]pentadeca-1(11),3(8),4,6,12,14-hexaenyl)piperazin-1-yl]benzamide